C(C)(C)(C)OC(=O)N([C@H](C(=O)N[C@H](C(=O)N1[C@@H](CCC1)C=1SC=C(N1)C(=O)C=1C=C(OCCOS(=O)(=O)C2=CC=C(C=C2)C)C=CC1)C1CCCCC1)C)C 2-(3-(2-((S)-1-((S)-2-((S)-2-((tert-butoxycarbonyl)(methyl)amino)propanamido)-2-cyclohexylacetyl)pyrrolidin-2-yl)thiazole-4-carbonyl)phenoxy)ethyl-4-methylbenzenesulfonate